Tert-butyl N-(cyclopropylmethyl)-N-[4-[4-[[3-(difluoromethyl)-1-[3-fluoro-4-(hydroxymethyl) phenyl]pyrazol-4-yl]carbamoyl]oxazol-2-yl]-2-pyridyl]carbamate C1(CC1)CN(C(OC(C)(C)C)=O)C1=NC=CC(=C1)C=1OC=C(N1)C(NC=1C(=NN(C1)C1=CC(=C(C=C1)CO)F)C(F)F)=O